N1(CCNCC1)[C@H]1COC2(C1)CCN(CC2)C(=O)OC(C)(C)C tert-butyl (3R)-3-(piperazin-1-yl)-1-oxa-8-azaspiro[4.5]decane-8-carboxylate